COC1=C(C=CC=C1)N1CCN(CC1)C(=O)C1=CC=C(C=C1)S(=O)(=O)N1N=C(N=C1)C1=CC=C(C=C1)C(F)(F)F (4-(2-methoxyphenyl)piperazin-1-yl)(4-((3-(4-(trifluoromethyl)phenyl)-1H-1,2,4-triazol-1-yl)-sulfonyl)phenyl)methanone